(S)-1-((R)-3-(difluoromethyl)pyrrolidin-1-yl)propane FC([C@H]1CN(CC1)CCC)F